CN[C@@H]1CCC2=C1C=NC(=C2)C(F)(F)F (R)-N-methyl-3-(trifluoromethyl)-6,7-dihydro-5H-cyclopenta[c]pyridin-7-amine